(2R,3R,3aR,11aS)-3-{(1E,3ξ)-3-[1-(2,6-difluorophenyl)cyclobutyl]-3-hydroxy-1-propen-1-yl}-2-hydroxy-1,2,3,3a,4,5,6,11a-octahydrobenzo[b]cyclopenta[g]oxocine-9-carboxylic acid FC1=C(C(=CC=C1)F)C1(CCC1)C(/C=C/[C@H]1[C@@H](C[C@H]2[C@@H]1CCCC1=C(O2)C=C(C=C1)C(=O)O)O)O